CN1C(NC[C@@H]1C(=O)O)=O (4R)-3-methyl-2-oxo-imidazolidine-4-carboxylic acid